C1OC[C@@H]2[C@@H]1CN(C2)C=2C=1C(N=CN2)=NN(C1)C1C(NC(N=C1)=O)=O 5-[4-[(3aR,6aR)-1,3,3a,4,6,6a-Hexahydrofuro[3,4-c]pyrrol-5-yl]pyrazolo[3,4-d]pyrimidin-2-yl]-5H-pyrimidine-2,4-dione